NCC[C@@H](C(=O)O)O (2S)-4-amino-2-hydroxy-butanoic acid